(R)-6-(5-(1-(3,5-dimethyl-pyridazin-4-yl)ethoxy)-1H-indazol-3-yl)-1'-isopropyl-8-methoxy-4H-spiro[benzo[d][1,3]dioxine-2,4'-piperidine] CC=1N=NC=C(C1[C@@H](C)OC=1C=C2C(=NNC2=CC1)C1=CC2=C(OC3(CCN(CC3)C(C)C)OC2)C(=C1)OC)C